OC(=O)C(F)(F)F.CCCCCCCCC nonane TFA salt